3-bromo-5-[[5-[2-carbamoyl-5-(hydroxymethyl)-4-pyridyl]-3-fluoro-2-methoxy-phenyl]sulfamoyl]-4-methoxy-benzoic acid BrC=1C=C(C(=O)O)C=C(C1OC)S(NC1=C(C(=CC(=C1)C1=CC(=NC=C1CO)C(N)=O)F)OC)(=O)=O